[disodiooxyphosphoryloxy-[4-[[9-[(3S)-tetrahydrofuran-3-yl]-8-(2,4,6-trifluoroanilino)purin-2-yl]amino]cyclohexoxy]phosphoryl]oxysodium [Na]OP(=O)(O[Na])OP(=O)(OC1CCC(CC1)NC1=NC=C2N=C(N(C2=N1)[C@@H]1COCC1)NC1=C(C=C(C=C1F)F)F)O[Na]